FC=1C=NC(=NC1)[C@@H]1[C@H](CC1)C=1NC(C2=C(N1)N(N=C2C#N)[C@H](C)C2CCOCC2)=O 6-((1S,2S)-2-(5-fluoropyrimidin-2-yl)cyclobutyl)-4-oxo-1-((R)-1-(tetrahydro-2H-pyran-4-yl)ethyl)-4,5-dihydro-1H-pyrazolo[3,4-d]pyrimidine-3-carbonitrile